C(C1=CC=CC=C1)[C@@H]1N(C(OC1)=O)C1=CC(=CC(=N1)C(C)NC=1C(=NC(=CC1)Br)C(=O)OCC)C ethyl 3-((1-(6-((S)-4-benzyl-2-oxooxazolidin-3-yl)-4-methylpyridin-2-yl)ethyl)amino)-6-bromopicolinate